2-((1r,4r)-4-((3-(3-(5-methyl-1,3,4-oxadiazol-2-yl)phenyl)imidazo[1,2-b]pyridazin-6-yl)amino)cyclohexyl)propan-2-ol CC1=NN=C(O1)C=1C=C(C=CC1)C1=CN=C2N1N=C(C=C2)NC2CCC(CC2)C(C)(C)O